Ethyl (S)-3-(5-cyclopropyl-4-fluoro-2'-methyl-6'-(pent-4-en-1-yloxy)-4'-(trifluoromethyl)-[1,1'-biphenyl]-3-yl)-3-((R)-2-((methylsulfonyl)oxy)pent-4-enamido)propanoate C1(CC1)C=1C(=C(C=C(C1)C1=C(C=C(C=C1OCCCC=C)C(F)(F)F)C)[C@H](CC(=O)OCC)NC([C@@H](CC=C)OS(=O)(=O)C)=O)F